BrC=1C=C2C3(CN(C2=CC1)C(=O)C=1C=C(C=CC1)S(=O)(=O)NC(C)(C)C)CCCCC3 3-(5'-bromospiro[cyclohexane-1,3'-indoline]-1'-carbonyl)-N-(tert-butyl)benzenesulfonamide